N1(CCCC1)C=1C=CC2=C(CCC=3C(C=4C=CC=CC4NC23)=O)C1 3-(pyrrolidin-1-yl)-6,12-dihydrobenzo[c]acridin-7(5H)-one